(R)-N-(3-(cyclopentylsulfonyl)phenyl)-6-((2-hydroxypropyl)amino)-2-(6-azaspiro[2.5]octan-6-yl)nicotinamide C1(CCCC1)S(=O)(=O)C=1C=C(C=CC1)NC(C1=C(N=C(C=C1)NC[C@@H](C)O)N1CCC2(CC2)CC1)=O